tert-butyl (3-iodo-1-methyl-1H-pyrazol-4-yl)carbamate IC1=NN(C=C1NC(OC(C)(C)C)=O)C